CC1=CC=CC(=N1)C1=NNC=C1C=1N=C2C(=CC=NC2=CC1)CCC(=O)OCC ethyl 3-[6-[3-(6-methyl-2-pyridyl)-1H-pyrazol-4-yl]-1,5-naphthyridin-4-yl]propanoate